2-(2-Methoxyethoxy)acetic acid ethyl ester C(C)OC(COCCOC)=O